3-{5-[4-(2-methoxyethyl)piperazin-1-yl]-1H-pyrrolo[3,2-b]pyridin-3-yl}-1-[4-(trifluoromethyl)phenyl]urea COCCN1CCN(CC1)C1=CC=C2C(=N1)C(=CN2)NC(NC2=CC=C(C=C2)C(F)(F)F)=O